C(C)(C)(C)OC(=O)N1C2CC(CC1CC2)NC2=C1C=CC=NC1=CC(=N2)NC2=NNC(=C2)C 3-({7-[(5-methyl-1H-pyrazol-3-yl)amino]-1,6-naphthyridin-5-yl}amino)-8-azabicyclo[3.2.1]octane-8-carboxylic acid tert-butyl ester